C(C)(C)(C)C1C(CCCC1)OCC(CO)O 3-(2-tert-butylcyclohexyloxy)-1,2-propanediol